methyl 1-[(4-{[(3,4-dichlorophenyl)methyl](methyl)amino}phenyl)methyl]azetidine-3-carboxylate ClC=1C=C(C=CC1Cl)CN(C1=CC=C(C=C1)CN1CC(C1)C(=O)OC)C